ClC1=CC=C2C(=NC=3N(C2=C1)C=NN3)N(C=3C=C(C=CC3)C#CC(C(F)F)(O)C)C 4-(3-((8-chloro-[1,2,4]triazolo[4,3-a]quinazolin-5-yl)(methyl)amino)phenyl)-1,1-difluoro-2-methylbut-3-yn-2-ol